methyl (2S,4S)-4-(N-((1s,4R)-4-methylcyclohexyl)propionamido)pyrrolidine-2-carboxylate hydrochloride Cl.CC1CCC(CC1)N(C(CC)=O)[C@H]1C[C@H](NC1)C(=O)OC